C(=CC)P(C=CC)C=CC tripropenylphosphine